C1(=C(C=C(C=C1)C)C)C1=NC(=NC(=N1)C1=C(C=C(C=C1)C)C)C1=C(C=C(C=C1)O)O 4,6-bis(2,4-xylyl)-2-(2,4-dihydroxyphenyl)-1,3,5-triazine